O1C(=CC=C1)C(=C)O[Si](C)(C)C 1-(2-furyl)-1-trimethylsiloxyethylene